1-(((R)-1-(2-cyanoacetyl)piperidin-3-yl)oxy)-4-(1-(trans-4-ethoxycyclohexyl)-1H-pyrazol-4-yl)-7-isopropoxyisoquinoline-6-carboxamide C(#N)CC(=O)N1C[C@@H](CCC1)OC1=NC=C(C2=CC(=C(C=C12)OC(C)C)C(=O)N)C=1C=NN(C1)[C@@H]1CC[C@H](CC1)OCC